C(#C)C=1C(=C2C=CNC2=C(C1)C)CN1[C@@H](CC2(CCCO2)CC1)C1=CC=C(C(=O)O)C=C1 4-((7S)-8-((5-ethynyl-7-methyl-1H-indol-4-yl)methyl)-1-oxa-8-azaspiro[4.5]decan-7-yl)benzoic Acid